O=[N+](C(Cl)(Cl)Cl)[O-] Chloropicrin